2-(3-cyanophenyl)-1-ethoxy-4-methyl-1H-imidazole-5-carboxylic acid C(#N)C=1C=C(C=CC1)C=1N(C(=C(N1)C)C(=O)O)OCC